4-(2-Amino-2-methylpropanoyl)-N-(1-(4-((((1S,3S)-3-aminocyclopentyl)amino)methyl)phenyl)-2-oxo-1,2-dihydropyrimidin-4-yl)piperazine-1-carboxamide hydrochloride salt Cl.NC(C(=O)N1CCN(CC1)C(=O)NC1=NC(N(C=C1)C1=CC=C(C=C1)CN[C@@H]1C[C@H](CC1)N)=O)(C)C